CC1=C(OC2=C(C=C(C=C2C1=O)C)[C@@H](C)NC(OC(C)(C)C)=O)C1=NC=CN=C1 tert-Butyl N-[(1R)-1-(3,6-dimethyl-4-oxo-2-pyrazin-2-yl-chromen-8-yl)ethyl]carbamate